(1S,9S)-1-amino-9-ethyl-5-fluoro-9-hydroxy-1,2,3,9,12,15-hexahydro-10H,13H-benzo[de]pyrano[3',4':6,7]indolizino[1,2-b]quinoline-10,13-dione methanesulfonate CS(=O)(=O)O.N[C@H]1CCC=2C=3C1=C1C(=NC3C=C(C2)F)C2=CC3=C(C(N2C1)=O)COC([C@]3(O)CC)=O